uronium chloride [Cl-].[NH2+]=C(O)N